4-(1-(1-(5,7-difluoroquinolin-6-yl)ethyl)-1H-imidazo[4,5-b]pyrazin-6-yl)-2-fluorobenzoic acid methyl ester COC(C1=C(C=C(C=C1)C1=CN=C2C(=N1)N(C=N2)C(C)C=2C(=C1C=CC=NC1=CC2F)F)F)=O